5-chloro-2-hydroxy-4-((3'-(3-(2-hydroxy-7-azaspiro[3.5]non-7-yl)propoxy)-2,2'-dimethyl-[1,1'-biphenyl]-3-yl)methoxy)benzaldehyde ClC=1C(=CC(=C(C=O)C1)O)OCC=1C(=C(C=CC1)C1=C(C(=CC=C1)OCCCN1CCC2(CC(C2)O)CC1)C)C